tert-butyl (1R,3S,5R)-5-(azidomethyl)-3-((6-bromo-3-vinylpyridin-2-yl)carbamoyl)-2-azabicyclo[3.1.0]hexane-2-carboxylate N(=[N+]=[N-])C[C@]12C[C@H](N([C@@H]2C1)C(=O)OC(C)(C)C)C(NC1=NC(=CC=C1C=C)Br)=O